ClC=1C=C(C=C(C1OC=1C(=C2C3(C(NC2=CC1)=O)CC3)C)Cl)C=3C(NC(N(N3)C)=O)=O 6-(3,5-dichloro-4-((4'-methyl-2'-oxospiro[cyclopropane-1,3'-indoline]-5'-yl)oxy)phenyl)-2-methyl-1,2,4-triazine-3,5(2h,4h)-dione